OC1=CC(=NC=C1C(NCC=1C=NC(=CC1)C1=CC=CC=C1)=O)N1N=CC(=C1)C(=O)O 1-(4-Hydroxy-5-(((6-phenylpyridin-3-yl)methyl)carbamoyl)pyridin-2-yl)-1H-pyrazole-4-carboxylic acid